Pyruvic acid formate C(=O)O.C(C(=O)C)(=O)O